CN1N=C2C=CC(=C(C2=C1)C)C1=CC=C(N=N1)NC1C[C@@H]2[C@@H](CN(C2)C(=O)OC(C)(C)C)C1 tert-Butyl (3aR,5s,6aS)-5-((6-(2,4-dimethyl-2H-indazol-5-yl)pyridazin-3-yl)amino)hexahydrocyclopenta[c]pyrrole-2(1H)-carboxylate